3-[2-amino-5-(2-trifluoromethyl-6-methyl-4-pyridinyl)thiazol-4-yl]benzonitrile NC=1SC(=C(N1)C=1C=C(C#N)C=CC1)C1=CC(=NC(=C1)C)C(F)(F)F